5-chloro-1-methyl-3-[2,2,2-trifluoro-1-(2-pyridyl)ethoxy]pyrazolo[3,4-c]pyridazine ClC=1C=C2C(=NN1)N(N=C2OC(C(F)(F)F)C2=NC=CC=C2)C